4-Chloro-7-[(2S*)-2-{4-[4-(dibutoxymethyl)piperidin-1-yl]phenyl}morpholin-4-yl]-1H-indazole-3-carbonitrile ClC1=C2C(=NNC2=C(C=C1)N1C[C@@H](OCC1)C1=CC=C(C=C1)N1CCC(CC1)C(OCCCC)OCCCC)C#N |o1:12|